(13S,17S)-17-(3-((1,1,1,3,3,3-hexafluoro-2-(trifluoromethyl)propan-2-yl)oxy)propoxy)-13-methyl-7,8,9,11,12,13,14,15,16,17-decahydro-6H-cyclopenta[a]phenanthren-3-ol FC(C(C(F)(F)F)(C(F)(F)F)OCCCO[C@H]1CCC2C3CCC=4C=C(C=CC4C3CC[C@]12C)O)(F)F